C(C)OC(=O)N1N=C(C=C1)NC=1NC=2N(C(C1C1=CC=C(C=C1)OC)=O)N=C(C2C2=CC=CC=C2)C2=CC=CC=C2 3-((6-(4-methoxyphenyl)-7-oxo-2,3-diphenyl-4,7-dihydropyrazolo[1,5-a]pyrimidin-5-yl)amino)-1H-pyrazole-1-carboxylic acid ethyl ester